C(C=C)(=O)N[C@H](C(=O)N1[C@@H]([C@H]2C([C@H]2C1)(C)C)C(=O)NC(CC1CC1)C(C(=O)NCC1=CC=CC=C1)=O)C(C)(C)C (1r,2S,5S)-3-((S)-2-acrylamido-3,3-dimethylbutyryl)-N-(4-(benzylamino)-1-cyclopropyl-3,4-dioxobutan-2-yl)-6,6-dimethyl-3-azabicyclo[3.1.0]hexane-2-carboxamide